3-[5-(4-hydroxyquinolin-2-yl)-1-oxo-2,3-dihydro-1H-isoindol-2-yl]piperidine-2,6-dione OC1=CC(=NC2=CC=CC=C12)C=1C=C2CN(C(C2=CC1)=O)C1C(NC(CC1)=O)=O